2-(4-(2-(7,8-dimethyl-[1,2,4]triazolo[1,5-a]pyridin-6-yl)-3-isopropyl-4-methyl-1H-pyrrolo[2,3-c]pyridin-5-yl)piperazin-1-yl)-N,N-dimethylacetamide CC1=C(C=2N(C=C1C1=C(C=3C(=CN=C(C3C)N3CCN(CC3)CC(=O)N(C)C)N1)C(C)C)N=CN2)C